OC1=CC=C(C=2OC3=CC(=CC=C3C(C2)=O)O)C=C1 4',7-Dihydroxyflavone